C(CCC(C)SSC(CCC(=O)O)C)(=O)O 4,4'-dithiodipentanoic acid